2-(4-Fluorophenyl)-N-[1-(4-trifluoromethylbenzyl)-2,3-dihydro-1H-indol-5-yl]-acetamide FC1=CC=C(C=C1)CC(=O)NC=1C=C2CCN(C2=CC1)CC1=CC=C(C=C1)C(F)(F)F